6-(4-(2,6-dimethyl-2H-indazol-4-yl)-2,6-difluorobenzyl)-6,7-dihydro-5H-pyrrolo[3,4-b]pyridin-5-one-7,7-d2 CN1N=C2C=C(C=C(C2=C1)C1=CC(=C(CN2C(C3=NC=CC=C3C2=O)([2H])[2H])C(=C1)F)F)C